C(C)(=O)C1=CC(=C(C2=C1C(=C(S2)NCC2=CC(=CC=C2)F)C(=O)[O-])CN(C)C)O acetyl(3-fluorobenzyl)amino-7-[(dimethylamino)methyl]-6-hydroxy-1-benzothiophene-3-carboxylate